C(C)(C)C=1C=NN(C1)CC=1N(C=2C(=C3CC[C@@H](N(C3=CC2)C(=O)OC)C)N1)C1CCCCC1 (1S,4r)-4-((S)-2-((4-Isopropyl-1H-pyrazol-1-yl)methyl)-6-(methoxycarbonyl)-7-methyl-6,7,8,9-tetrahydro-3H-imidazo[4,5-f]chinolin-3-yl)cyclohexan